8-(4-Cyano-4-morpholine-4-yl-piperidine-1-yl)-9-ethyl-6,6-dimethyl-11-oxo-6,11-dihydro-5H-benzo[b]carbazole-3-carbonitrile C(#N)C1(CCN(CC1)C=1C(=CC2=C(C(C=3NC4=CC(=CC=C4C3C2=O)C#N)(C)C)C1)CC)N1CCOCC1